2-Chloro-6-fluoro-benzaldehyde ClC1=C(C=O)C(=CC=C1)F